(R)-2-methyl-3-(7-methyl-1H-benzo[d]imidazol-2-yl)-N-((S)-11-oxo-2,3,10,11-tetrahydro-1H,5H-benzo[d]pyrazolo[1,2-a][1,2]diazepin-10-yl)propionamide C[C@@H](C(=O)N[C@H]1C2=C(CN3N(C1=O)CCC3)C=CC=C2)CC2=NC3=C(N2)C(=CC=C3)C